COC=1C=C(C(=O)N2CC(NC3=CC(=CC=C23)CC)=O)C=C(C1OC)OC 4-(3,4,5-trimethoxybenzoyl)-7-ethyl-3,4-dihydroquinoxalin-2(1H)-one